NCC=1C=NC(=NC1)C1=C(C=C(C#N)C=C1)C(=O)C=1C=NN(C1C)CC1CC1 4-[5-(aminomethyl)pyrimidin-2-yl]-3-[1-(cyclopropylmethyl)-5-methylpyrazole-4-carbonyl]benzonitrile